NC1=NC(=CC(=C1O)Cl)C1=C(C=CC(=C1)Cl)F 2-amino-4-chloro-6-(5-chloro-2-fluorophenyl)pyridin-3-ol